ClC=1C=NN(C1C(=O)NC1=NC=C(C=C1C)C#CC1=CC=CC=C1)C1CCN(CC1)S(=O)(=O)C 4-chloro-N-(3-methyl-5-(phenylethynyl)pyridin-2-yl)-1-(1-(methylsulfonyl)piperidin-4-yl)-1H-pyrazole-5-carboxamide